(R,6S)-6-methoxy-N'-(((S)-2-methyl-2,4,5,6-tetrahydro-1H-cyclobuta[f]inden-3-yl)carbamoyl)-6,7-dihydro-5H-pyrazolo[5,1-b][1,3]oxazine-3-sulfonimidamide CO[C@H]1CN2C(OC1)=C(C=N2)[S@@](=O)(N)=NC(NC2=C1C(=CC=3CCCC23)C[C@@H]1C)=O